deoxy-pseudouridine [C@@H]1(C[C@H](O)[C@@H](CO)O1)C1=CNC(=O)NC1=O